3-(2-pyrrolidinyl-1-methylethyl)-2-methylstyrene N1(CCCC1)CC(C)C=1C(=C(C=C)C=CC1)C